FC(C(C)(C)O)(F)C=1C(=C(C=CC1)[C@@H](C)NC1=NC(=NC2=CC(=C(C=C12)[N+](=O)[O-])C(C(=O)OCC)(C)C)C)F (R)-Ethyl 2-(4-((1-(3-(1,1-difluoro-2-hydroxy-2-methylpropyl)-2-fluorophenyl)ethyl)amino)-2-methyl-6-nitroquinazolin-7-yl)-2-methylpropanoate